N,N'-bis-[4-(phenyl-m-tolyl-amino)-phenyl]-biphenyl-4,4'-diamine C1(=CC=CC=C1)N(C1=CC=C(C=C1)NC1=CC=C(C=C1)C1=CC=C(C=C1)NC1=CC=C(C=C1)N(C=1C=C(C=CC1)C)C1=CC=CC=C1)C=1C=C(C=CC1)C